ClC1=C(C=CC=C1C1=NC(=C(C=O)C=C1)OC)C1=C(C(=CC=C1)NC1=NC=CC=2C1=NC=CN2)C 6-(2-chloro-2'-methyl-3'-(pyrido[3,4-b]pyrazin-5-ylamino)-[1,1'-biphenyl]-3-yl)-2-methoxynicotinaldehyde